2-(furan-2-ylmethyl)-6,7-dimethoxy-N4,N4-dimethylquinazoline-2,4-diamine O1C(=CC=C1)CC1(NC2=CC(=C(C=C2C(=N1)N(C)C)OC)OC)N